methyl 5-[(1R,5S,6S)-6-({[6-(trifluoromethyl)pyridin-2-yl]oxy}methyl)-3-azabicyclo-[3.1.0]hexane-3-carbonyl]pyrazine-2-carboxylate FC(C1=CC=CC(=N1)OCC1[C@H]2CN(C[C@@H]12)C(=O)C=1N=CC(=NC1)C(=O)OC)(F)F